2-hydroxy-3-(prop-2-en-1-yl)benzaldehyde OC1=C(C=O)C=CC=C1CC=C